BrC=1C(=CC=2C3=C(C(=NC2C1F)SC)N=NN3[C@@H]3C[C@H](N(CC3)C(=O)OC(C)(C)C)C)C tert-butyl (2R,4S)-4-(7-bromo-6-fluoro-8-methyl-4-(methylthio)-1H-[1,2,3]triazolo[4,5-c]quinolin-1-yl)-2-methylpiperidine-1-carboxylate